N1=C(N=CC=C1)N1C=CC2=CC=CC=C12 (pyrimidin-2-yl)-1H-indole